2-(2,4-Diaminophenyl)-2-[4-[(E)-3-(4-fluorophenyl)-3-oxoprop-1-enyl]phenyl]octanedioic acid NC1=C(C=CC(=C1)N)C(C(=O)O)(CCCCCC(=O)O)C1=CC=C(C=C1)\C=C\C(=O)C1=CC=C(C=C1)F